S(=O)(=O)([O-])[O-].[Ca+2].NC1=CC=C(C=C1)N1C(OCC1=O)C1=NN(N=C1C1=CC=C(C=C1)F)C1=CC=C(C=C1)Br 3-(4-aminophenyl)-2-(2-(4-bromophenyl)-5-(4-fluorophenyl)-2H-1,2,3-triazol-4-yl)oxazolidin-4-one calcium sulfate